OC1=C(C=CC=C1O)C=1CC=NCC1 4-(2,3-dihydroxyphenyl)-3,6-dihydropyridine